The molecule is a glucotriose that is D-glucopyranose in which the hydroxy groups at positions 3 and 4 have each been converted to the corresponding alpha-D-glucopyranosyl derivative. It derives from a maltose and a nigerose. C([C@@H]1[C@H]([C@@H]([C@H]([C@H](O1)O[C@@H]2[C@H](OC([C@@H]([C@H]2O[C@@H]3[C@@H]([C@H]([C@@H]([C@H](O3)CO)O)O)O)O)O)CO)O)O)O)O